methyl 3-{[2-({3-hydroxy-4-[(1E)-(methoxyimino)methyl]phenyl}methyl)-6-{[(methoxycarbonyl)amino]amino}pyrimidin-4-yl]sulfanyl}propanoate OC=1C=C(C=CC1/C=N/OC)CC1=NC(=CC(=N1)SCCC(=O)OC)NNC(=O)OC